(4-acetylpiperazin-1-yl)-N-(4-bromothiazol-2-yl)picolinamide C(C)(=O)N1CCN(CC1)C=1C(=NC=CC1)C(=O)NC=1SC=C(N1)Br